C(#N)C=1C(=CC(=NC1)NNC1=C(C=C(C=C1)N1CCN(CC1)CC)C(C(=O)N)=C)OC1CCCCC1 (2-((5-cyano-4-(cyclohexyloxy)pyridin-2-yl)aminylamino)-5-(4-ethylpiperazin-1-yl)phenyl)acrylamide